(S)-4-(2-(4-(2-acetyl-5-chlorophenyl)-5-methoxy-2-oxopyridin-1(2H)-yl)-3-phenylpropionamido)benzamide C(C)(=O)C1=C(C=C(C=C1)Cl)C1=CC(N(C=C1OC)[C@H](C(=O)NC1=CC=C(C(=O)N)C=C1)CC1=CC=CC=C1)=O